BrNC1=C(C=CC=C1)S(=O)(=O)O bromoaminobenzenesulfonic acid